FC(S(=O)(=O)OS(=O)(=O)C(F)(F)F)(F)F trifluoroMethanesulfonic anhydride